5-{2-[(tert-butyldimethylsilyl)oxy]ethoxy}-2-chloropyrimidine [Si](C)(C)(C(C)(C)C)OCCOC=1C=NC(=NC1)Cl